2,4-dihydro-1,4-benzoxazin-3-one O1CC(NC2=C1C=CC=C2)=O